(R)-N-(2-(1-Cyclopropyl-2-hydroxy-2-methylpropyl)-1-oxo-2,3-dihydro-1H-pyrrolo[3,4-c]pyridin-7-yl)-6,7-dihydro-5H-cyclopenta[b]pyridine-4-carboxamide C1(CC1)[C@H](C(C)(C)O)N1CC=2C=NC=C(C2C1=O)NC(=O)C1=C2C(=NC=C1)CCC2